FC1(C(=C2C(=NC=C2C(F)(F)F)C1F)O)F 5,5,6-trifluoro-4-hydroxy-3-(trifluoromethyl)-5,6-dihydrocyclopenta[b]pyrrole